BrC1=C(C=C(C(=O)N2CC=3N(CC2)C(N(C3C(=O)NCC3=C(C=CC=C3)C3=NC=NC=C3)C3=CC=C(C=C3)OCC(F)(F)F)=O)C=C1)Cl 7-(4-bromo-3-chloro-benzoyl)-3-oxo-N-[(2-pyrimidin-4-ylphenyl)methyl]-2-[4-(2,2,2-trifluoroethoxy)phenyl]-6,8-dihydro-5H-imidazo[1,5-a]pyrazine-1-carboxamide